C(C)C1=NC2=CC(=C(C=C2C(N1C1=C(C=CC=C1C)F)=O)I)F 2-Ethyl-7-fluoro-3-(2-fluoro-6-methylphenyl)-6-iodoquinazolin-4(3H)-one